3-(4-(difluoro(tetrahydro-2H-pyran-4-yl)methyl)phenyl)tetrahydro-1H-pyrrolizine FC(C1=CC=C(C=C1)C1CCC2=CCCN12)(C1CCOCC1)F